4-chloro-N1-[(2-methoxyphenyl)methyl]-N3-phenylbenzene-1,3-dicarboxamide ClC1=C(C=C(C=C1)C(=O)NCC1=C(C=CC=C1)OC)C(=O)NC1=CC=CC=C1